mono-propyl phthalate C(C=1C(C(=O)[O-])=CC=CC1)(=O)OCCC